2-carbamimidoyl-1,2,3,4-tetrahydro-isoquinoline-6-carboxylic acid [4-(1-carbamimidoyl-1,2,3,6-tetrahydro-pyridin-4-yl)-3-methyl-phenyl]-amide C(N)(=N)N1CCC(=CC1)C1=C(C=C(C=C1)NC(=O)C=1C=C2CCN(CC2=CC1)C(N)=N)C